3-(4-(tert-butyl)benzoylamino)-5-(1-(4-ethylphenyl)-1H-pyrazol-4-yl)benzofuran-2-carboxylic acid C(C)(C)(C)C1=CC=C(C(=O)NC2=C(OC3=C2C=C(C=C3)C=3C=NN(C3)C3=CC=C(C=C3)CC)C(=O)O)C=C1